(S)-1-((2S,3R)-3-amino-2-hydroxy-5-methylhexanoyl)-N-((S)-1-(isopentylamino)-4-methyl-1-oxopentan-2-yl)pyrrolidine-2-carboxamide N[C@@H]([C@@H](C(=O)N1[C@@H](CCC1)C(=O)N[C@H](C(=O)NCCC(C)C)CC(C)C)O)CC(C)C